N-(7-cyclopropyl-1-oxoisoindolin-4-yl)-3-(pyrazin-2-ylethynyl)benzenesulfonamide C1(CC1)C=1C=CC(=C2CNC(C12)=O)NS(=O)(=O)C1=CC(=CC=C1)C#CC1=NC=CN=C1